rac-N-{(5R,6S)-5-[([1,1'-biphenyl]-3-yl)methyl]-2,3-dimethyl-4-oxo-3,4,5,6,7,8-hexahydroquinazolin-6-yl}methanesulfonamide C1(=CC(=CC=C1)C[C@@H]1C=2C(N(C(=NC2CC[C@@H]1NS(=O)(=O)C)C)C)=O)C1=CC=CC=C1 |r|